2-[(1Z)-5-fluoro-1-{[4-(4-fluorophenoxy)phenyl]methylidene}-2-methyl-1H-inden-3-yl]-N-methylacetamid FC=1C=C2C(=C(/C(/C2=CC1)=C/C1=CC=C(C=C1)OC1=CC=C(C=C1)F)C)CC(=O)NC